C(#N)C=1C=C(OC2=CC=C(C=C2)N2N=C3C(NCC[C@H]3N3CCN(CC3)C(C=C)=O)=C2C(=O)N)C=CC1 (7R)-2-[4-(3-cyanophenoxy)phenyl]-7-[4-(prop-2-enoyl)piperazin-1-yl]-4,5,6,7-tetrahydro-2H-pyrazolo[4,3-b]pyridine-3-carboxamide